4-oxo-4H-chromen-2-carboxamide trifluoroacetate FC(C(=O)O)(F)F.O=C1C=C(OC2=CC=CC=C12)C(=O)N